NC1=NC=NC=2C3=C(\C(\C(C12)(C)C)=N/OCC(=O)O)C=C(C=C3)OC 2-[(Z)-(4-amino-8-methoxy-5,5-dimethyl-benzo[h]quinazolin-6-ylidene)amino]oxyacetic acid